ClC1=CC=CC2=C1N(C(N2C2CC2)=O)C2=CC=C(C=C2)C[C@@H](C(=O)O)NC(C2=C(C=CC=C2Cl)Cl)=O (S)-3-(4-(7-chloro-3-cyclopropyl-2-oxo-2,3-dihydro-1H-benzo[d]imidazol-1-yl)phenyl)-2-(2,6-dichlorobenzamido)propionic acid